O.O.C(=O)(O)[C@H](O)[C@@H](O)C(=O)O L-(+)-Tartrate Dihydrate